Cyanopyridin C(#N)C1=NC=CC=C1